ethylbismuthanethione C(C)[Bi]=S